FC1(C[C@@H](CC1)NC1=NC(=NC(=N1)NC1=CC(=NC=C1)C(F)(F)F)C1=NC(=CN=C1)C(F)(F)F)F (R)-N2-(3,3-difluorocyclopentyl)-6-(6-(trifluoromethyl)pyrazin-2-yl)-N4-(2-(trifluoromethyl)pyridin-4-yl)-1,3,5-triazine-2,4-diamine